2-(2-hydroxy-2-p-tolylethoxy)isoindole-1,3-dione OC(CON1C(C2=CC=CC=C2C1=O)=O)C1=CC=C(C=C1)C